CN(/C=C/C(=O)C=1C=C(C=CC1)C)C (E)-3-(dimethylamino)-1-(m-tolyl)prop-2-en-1-one